C(C(=C)C)(=O)NCCCCNC(C(=C)C)=O N,N'-tetramethylenebismethacrylamide